COC1(CC(C1)C(=O)N)OC 3,3-dimethoxycyclobutane-1-carboxamide